O=C(C(=O)[O-])C(C)C α-Ketoisovalerate